(E)-3-(2-acetyl-5-chlorophenyl)acrylic acid tert-butyl ester C(C)(C)(C)OC(\C=C\C1=C(C=CC(=C1)Cl)C(C)=O)=O